Methyl 4-((3-chloro-4-fluorophenyl) amino)-1H-pyrrolo[2,3-c]pyridine-2-carboxylate trifluoroacetate FC(C(=O)O)(F)F.ClC=1C=C(C=CC1F)NC1=C2C(=CN=C1)NC(=C2)C(=O)OC